Phenyl-(2-naphthyl)methylamine C1(=CC=CC=C1)NCC1=CC2=CC=CC=C2C=C1